5-Fluoro-2-methoxy-N-((4-(4,4,5,5-tetramethyl-1,3,2-dioxaborolan-2-yl)-1-((2-(trimethylsilyl)ethoxy)methyl)-1H-pyrrolo[2,3-c]pyridin-7-yl)methyl)benzamide FC=1C=CC(=C(C(=O)NCC=2N=CC(=C3C2N(C=C3)COCC[Si](C)(C)C)B3OC(C(O3)(C)C)(C)C)C1)OC